Br.Br.SN(C(=N)N)CC sulfhydryl-ethylguanidine dihydrobromide